bis(3,5-difluoro-2-(5-(trifluoromethyl)pyridin-2-yl)phenyl)iridium (III) hexafluorophosphate F[P-](F)(F)(F)(F)F.FC=1C(=C(C=C(C1)F)[Ir+]C1=C(C(=CC(=C1)F)F)C1=NC=C(C=C1)C(F)(F)F)C1=NC=C(C=C1)C(F)(F)F